FC(C12CC(C1)(C2)C2=C(C=NC=N2)C=O)(F)F 6-(3-(trifluoromethyl)bicyclo[1.1.1]pentan-1-yl)pyrimidine-5-carbaldehyde